4-ethyl-1-((2-(trimethylsilyl)ethoxy)methyl)-1H-imidazole-5-carboxylic acid C(C)C=1N=CN(C1C(=O)O)COCC[Si](C)(C)C